rac-3-[4-tetrahydropyran-4-ylsulfonylmorpholin-2-yl]benzothiophene O1CCC(CC1)S(=O)(=O)N1C[C@H](OCC1)C1=CSC2=C1C=CC=C2 |r|